(E)-5-(3-methylstyryl)benzo[c][1,2]oxaborol-1(3H)-ol CC=1C=C(/C=C/C2=CC3=C(B(OC3)O)C=C2)C=CC1